3-fluoro-N-(2-methyl-4-(1,2,3,6-tetrahydropyridin-4-yl)phenyl)-4-(1,2,3,6-tetrahydropyridin-4-yl)benzamide FC=1C=C(C(=O)NC2=C(C=C(C=C2)C=2CCNCC2)C)C=CC1C=1CCNCC1